9,9'-(2,6-bis(2,6-diphenylpyrimidin-4-yl)-1,4-phenylene)bis(3-(6-phenylpyridin-2-yl)-9H-carbazole) C1(=CC=CC=C1)C1=NC(=CC(=N1)C1=C(C(=CC(=C1)N1C2=CC=CC=C2C=2C=C(C=CC12)C1=NC(=CC=C1)C1=CC=CC=C1)C1=NC(=NC(=C1)C1=CC=CC=C1)C1=CC=CC=C1)N1C2=CC=CC=C2C=2C=C(C=CC12)C1=NC(=CC=C1)C1=CC=CC=C1)C1=CC=CC=C1